C1(CC1)C=1N(C(C=C(N1)C(=O)OC)=O)CCN1CCCC1 methyl 2-cyclopropyl-6-oxo-1-(2-(pyrrolidin-1-yl) ethyl)-1,6-dihydropyrimidine-4-carboxylate